The molecule is a dicarboxylic acid dianion resulting from deprotonation of both carboxy groups of 2,3,4,5-tetrahydrodipicolinic acid. It derives from a dipicolinate(2-). It is a conjugate base of a 2,3,4,5-tetrahydrodipicolinic acid. C1CC(N=C(C1)C(=O)[O-])C(=O)[O-]